4-ETHYLTHIOPHENYLBORONIC ACID C(C)SC1=CC=C(C=C1)B(O)O